ClC=1C=CC=C2C=CN(C(C12)=O)C1=CC=CC=C1 8-chloro-2-phenylisoquinolin-1(2H)-one